5-(3,3-difluoroazetidine-1-carbonyl)-4-(2-((6,6-dimethyl-2,4-dioxo-3-azabicyclo[3.1.0]hexan-3-yl)methyl)thieno[3,2-b]pyridin-7-yl)-6-methylpicolinonitrile FC1(CN(C1)C(=O)C=1C(=CC(=NC1C)C#N)C1=C2C(=NC=C1)C=C(S2)CN2C(C1C(C1C2=O)(C)C)=O)F